NC=1C=C(C=CC1)C1=CC=C(C=2CCC=CC12)NC 3-aminophenyl-4-methylamino-5H-naphthalene